FC1=C(CC2=NC3=C(N2C[C@H]2OCC2)C=C(C=C3)C(=O)O)C=C(C(=C1)C1=NC(=CC=C1)OCC1=NC(=NO1)COC)F (S)-2-(2,5-difluoro-4-(6-((3-(methoxymethyl)-1,2,4-oxadiazol-5-yl)methoxy)pyridin-2-yl)benzyl)-1-(oxetan-2-ylmethyl)-1H-benzo[d]imidazole-6-carboxylic acid